BrC=1C=C(C=CC1)C1(CC(C1)O)C(=O)OC methyl 1-(3-bromophenyl)-3-hydroxycyclobutanecarboxylate